isopropyl trans-N-[4-[5-[4-[(5-methyl-1H-pyrazol-3-yl)amino]-2-(1-oxidophospholan-1-yl)phenyl]thiazol-2-yl]cyclohexyl]carbamate CC1=CC(=NN1)NC1=CC(=C(C=C1)C1=CN=C(S1)[C@@H]1CC[C@H](CC1)NC(OC(C)C)=O)P1(CCCC1)=O